COC1=C(C#N)C=C(C=N1)C=1C=CC=2N=CN=C(C2N1)N[C@H](C(=O)N1CCN(CC1)C)C (S)-2-methoxy-5-(4-((1-(4-methylpiperazin-1-yl)-1-oxopropan-2-yl)amino)pyrido[3,2-d]pyrimidin-6-yl)nicotinonitrile